2-[2-methyl-3-(4,4,5,5-tetramethyl-1,3,2-dioxaborolan-2-yl)phenyl]-6,7-dihydro-5H-pyrazolo[1,5-a]pyridin-4-one CC1=C(C=CC=C1B1OC(C(O1)(C)C)(C)C)C1=NN2C(C(CCC2)=O)=C1